FC(CN1CCN(CC1)C(=O)C=1C2=C(N(N1)CC(=O)N1CCN(CC1)C1=C(C(=CC=C1)C)C)C[C@@H]1[C@H]2C1)F 2-{(3bR,4aR)-3-[4-(2,2-difluoroethyl)piperazine-1-carbonyl]-3b,4,4a,5-tetrahydro-1H-cyclopropa[3,4]cyclopenta[1,2-c]pyrazol-1-yl}-1-[4-(2,3-dimethyl-phenyl)piperazin-1-yl]ethan-1-one